4,6-dichloro-1-ethyl-1-methyl-1,3-dihydrofuro[3,4-c]pyridin ClC1=NC(=CC2=C1COC2(C)CC)Cl